C1OCC2=C1C=CC(=C2)NC(NC(C(C)C)C2=NC(=NO2)C=2C=NC=CC2)=O 3-(1,3-dihydro-2-benzo-furan-5-yl)-1-{2-meth-yl-1-[3-(pyridin-3-yl)-1,2,4-oxadiazol-5-yl]-propyl}urea